C1(CCCC1)OC(C)OC(=O)C1C2C=CC(C1)C2 5-(1-(1-cyclopentyloxy)ethoxycarbonyl)-bicyclo[2.2.1]Hept-2-ene